Piperidinon N1C(CCCC1)=O